6-Bromosaccharine BrC1=CC=C2C(NS(=O)(=O)C2=C1)=O